C(C1=CC=CC=C1)OC(=O)N1C(CC(CC1)(C)C)C(=O)O 1-((Benzyloxy)carbonyl)-4,4-dimethylpiperidine-2-carboxylic acid